C1C(OC(=N1)C2=CC3=CC(=C(C=C3O2)N(CC(=O)[O-])CC(=O)[O-])OCCOC4=CC=CC=C4N(CC(=O)[O-])CC(=O)[O-])C(=O)[O-] The molecule is the anionic form of fura-2 dye. It has a role as a fluorochrome. It is a member of 1,3-oxazoles and a pentacarboxylic acid anion.